(5RS)-4,5-dihydro-6-[2-(4-methoxyphenyl)-1H-benzimidazol-5-yl]-5-methyl-3(2H)-pyridazinone COC1=CC=C(C=C1)C1=NC2=C(N1)C=CC(=C2)C=2[C@@H](CC(NN2)=O)C |r|